6-(3-ISOPROPYL-1H-PYRAZOL-1-YL)-N-(1-METHYL-1H-INDAZOL-7-YL)PYRIDINE-3-SULFONAMIDE C(C)(C)C1=NN(C=C1)C1=CC=C(C=N1)S(=O)(=O)NC=1C=CC=C2C=NN(C12)C